F[C@@H]1CCCN(C1)[C@H]1[C@@H](C[C@H](C1)C1=CC=C(C=C1)F)N1N=CN=C1 (3R,5R)-5-fluoro-1-[(1R,2R,4S)-4-(4-fluorophenyl)-2-(1,2,4-triazol-1-yl)cyclopentyl]piperidin